(S)-N-((S)-2-amino-1-cyclohexylethyl)-3-(6-chlorobenzo[d]thiazol-2-yl)-2-propionamidopropanamide NC[C@H](C1CCCCC1)NC([C@H](CC=1SC2=C(N1)C=CC(=C2)Cl)NC(CC)=O)=O